(5E)-3-methylsulfanyl-1,2,4-triazine-5-carbaldehyde oxime CSC=1N=NC=C(N1)C=NO